tert-butyl (3S,5R)-3-[[4-[7-methylsulfonyl-1-(2-trimethylsilylethoxymethyl)indol-3-yl]-5-(trifluoromethyl)pyrimidin-1-yl]amino]-5-(propanoylamino)piperidine-1-carboxylate CS(=O)(=O)C=1C=CC=C2C(=CN(C12)COCC[Si](C)(C)C)C1=NCN(C=C1C(F)(F)F)N[C@@H]1CN(C[C@@H](C1)NC(CC)=O)C(=O)OC(C)(C)C